5-(1-(7-(8-ethylnaphthalen-1-yl)-2-((tetrahydro-1H-pyrrolizin-7a(5H)-yl)methoxy)-5,6,7,8-tetrahydropyrido[3,4-d]pyrimidin-4-yl)piperidin-3-yl)-3-methyl-1,2,4-oxadiazole C(C)C=1C=CC=C2C=CC=C(C12)N1CC=2N=C(N=C(C2CC1)N1CC(CCC1)C1=NC(=NO1)C)OCC12CCCN2CCC1